3-(pyrrolidin-1-yl)propane N1(CCCC1)CCC